CS(=O)(=O)N1CCN(CC1)CCNC(=O)C=1N=C(OC1C1=C(C=CC=C1)[N+](=O)[O-])C1=CC=C(C=C1)C(F)(F)F N-(2-(4-(methylsulfonyl)piperazin-1-yl)ethyl)-5-(2-nitrophenyl)-2-(4-(trifluoromethyl)phenyl)oxazole-4-carboxamide